COC1=C(C=CC=C1)C1=CC=2C(=NC=CC2N1C)NC1=CC(=CC=C1)C(F)(F)F 2-(2-methoxyphenyl)-1-methyl-N-[3-(trifluoro-methyl)phenyl]pyrrolo[3,2-c]pyridin-4-amine